(3S,10R,13S)-17-(1H-imidazol-1-yl)-10,13-dimethyl-2,3,4,7,8,9,10,11,12,13,14,15-dodecahydro-1H-cyclopenta[a]phenanthren-3-ol N1(C=NC=C1)C1=CCC2C3CC=C4C[C@H](CC[C@@]4(C3CC[C@]12C)C)O